ClC1=CC(=NC=C1C(=O)N(C)C(C)C)Cl 4,6-dichloro-N-isopropyl-N-methylnicotinamide